COC1=C2N=CC=NC2=C(C2=C1SC(=C2)C(=O)O)OC 5,9-Dimethoxythieno[2,3-g]quinoxaline-7-carboxylic acid